(S)-N-((1R,2R)-1-(2,3-dihydrobenzo[b][1,4]dioxin-6-yl)-1-hydroxy-3-(pyrrolidin-1-yl)propan-2-yl)-1-(2,2-dimethylchroman-7-yl)pyrrolidine-3-carboxamide O1C2=C(OCC1)C=C(C=C2)[C@H]([C@@H](CN2CCCC2)NC(=O)[C@@H]2CN(CC2)C2=CC=C1CCC(OC1=C2)(C)C)O